4-(5-methyl-2-methylsulfanyl-pyrimidin-4-yl)-1H-imidazole-2-carboxylic acid CC=1C(=NC(=NC1)SC)C=1N=C(NC1)C(=O)O